1-Tert-Butyl N-[1-[5-chloro-1-(2,6-dioxo-3-piperidyl)-3-methyl-2-oxo-benzimidazol-4-yl]-4-piperidyl]-N-methylcarbamate ClC1=C(C2=C(N(C(N2C)=O)C2C(NC(CC2)=O)=O)C=C1)N1CCC(CC1)N(C(OC(C)(C)C)=O)C